C(C1=CC=CC=C1)OC1=CC(=C(C=C1F)C1=C(CCC2=CC(=CC=C12)OC(C)(C)C)Br)OC 4-(4-benzyloxy-5-fluoro-2-methoxy-phenyl)-3-bromo-7-tert-butoxy-1,2-dihydronaphthalene